7-chloro-4H-thieno[2,3-c]chromene-8-carbaldehyde ClC=1C(=CC=2C3=C(COC2C1)SC=C3)C=O